NCC=1C=NC(=NC1)C1=C(C=C(C#N)C=C1)OC=1N(N=C(C1)C=1N(C=CN1)C)C 4-[5-(aminomethyl)pyrimidin-2-yl]-3-[2-methyl-5-(1-methylimidazol-2-yl)pyrazol-3-yl]oxybenzonitrile